4-{[1-(5-Chloro-2-methoxy-benzenesulfonyl)-2,3-dihydro-1H-indole-6-carbonyl]-amino}-benzoic acid ClC=1C=CC(=C(C1)S(=O)(=O)N1CCC2=CC=C(C=C12)C(=O)NC1=CC=C(C(=O)O)C=C1)OC